methyl (3R)-1-(2,2,2-trifluoroethyl)pyrrolidine-3-carboxylate FC(CN1C[C@@H](CC1)C(=O)OC)(F)F